N-(6-(2H-1,2,3-triazol-2-yl)-5-(trifluoromethyl)pyridin-3-yl)-2'-chloro-3,4'-difluoro-[1,1'-biphenyl]-4-carboxamide N=1N(N=CC1)C1=C(C=C(C=N1)NC(=O)C1=C(C=C(C=C1)C1=C(C=C(C=C1)F)Cl)F)C(F)(F)F